Ethyl 2-(2,6-dimethyl-4-((5-oxo-4-(4-(trifluoromethoxy) phenyl)-4,5-dihydro-1H-1,2,4-triazol-1-yl)methyl)phenoxy)-2-methylpropionate CC1=C(OC(C(=O)OCC)(C)C)C(=CC(=C1)CN1N=CN(C1=O)C1=CC=C(C=C1)OC(F)(F)F)C